(2S)-2-({5-[(1R)-1-[(5-chloro-2-methylpyridin-3-yl)amino]propyl]thiophen-2-yl}formamido)-3-cyclopentyl-N-[(1S)-2,2-difluorocyclopropyl]propanamide ClC=1C=C(C(=NC1)C)N[C@H](CC)C1=CC=C(S1)C(=O)N[C@H](C(=O)N[C@@H]1C(C1)(F)F)CC1CCCC1